C(C)N(C(OC(C)(C)C)=O)C1=CC=C(C=C1)\C=C\C1=CC(=C(C=C1)[N+](=O)[O-])OCCF tert-Butyl (E)-Ethyl(4-(3-(2-fluoroethoxy)-4-nitrostyryl)phenyl)-carbamate